1-(3-amino-3-oxopropyl)-2,4,6-trimethylpyridin-1-ium NC(CC[N+]1=C(C=C(C=C1C)C)C)=O